N'-((6-ethyl-2-methyl-2H-indazol-7-yl)carbamoyl)-5-(2-hydroxypropan-2-yl)thiazole-2-sulfonimidamide C(C)C=1C=CC2=CN(N=C2C1NC(=O)N=S(=O)(N)C=1SC(=CN1)C(C)(C)O)C